N-(3-(N-(2-chlorophenyl)sulfamoyl)phenyl)-2-methoxynicotinamide ClC1=C(C=CC=C1)NS(=O)(=O)C=1C=C(C=CC1)NC(C1=C(N=CC=C1)OC)=O